2-(4-methoxyphenyl)-3-(3,5-dimethoxyphenyl)-6-methoxy-4-benzofurancarboxylic acid-4-bromophenylmethyl ester BrC1=CC=C(C=C1)COC(=O)C=1C=C(C=C2C1C(=C(O2)C2=CC=C(C=C2)OC)C2=CC(=CC(=C2)OC)OC)OC